O1CSCC1 1,3-oxathiolane